C(C)N1C(NC2=C(C1=O)SC(=C2)CN2CC(CC2)NC=2C=CC(=NC2C)C(=O)NC)=O 5-((1-((3-ethyl-2,4-dioxo-1,2,3,4-tetrahydrothieno[3,2-d]pyrimidin-6-yl)methyl)pyrrolidin-3-yl)amino)-N,6-dimethylpicolinamide